OCCN(C(=O)C12CC(C1)(C2)C(=O)NC=2SC1=C(C(=NC(=C1C1=CC=CC=C1)F)OC)N2)C Bicyclo[1.1.1]pentane-1,3-dicarboxylic acid (6-fluoro-4-methoxy-7-phenyl-thiazolo[4,5-c]pyridin-2-yl)-amide (2-hydroxy-ethyl)-methyl-amide